3-(2-(4-(8-Chloro-7-((2-methyl-1H-benzo[d]imidazol-6-yl)oxy)quinoxalin-2-yl)-1H-pyrazol-1-yl)propan-2-yl)cyclobutanone ClC=1C(=CC=C2N=CC(=NC12)C=1C=NN(C1)C(C)(C)C1CC(C1)=O)OC=1C=CC2=C(NC(=N2)C)C1